5-(8-(1,3-Dimethyl-2-oxo-7-(prop-1-en-2-yl)-2,3-dihydro-1H-benzo[d]imidazol-5-yl)isoquinolin-3-yl)-N-(4-(2-(2,6-dioxopiperidin-3-yl)-1-oxoisoindolin-4-yl)but-3-yn-1-yl)picolinamide CN1C(N(C2=C1C(=CC(=C2)C=2C=CC=C1C=C(N=CC21)C=2C=CC(=NC2)C(=O)NCCC#CC2=C1CN(C(C1=CC=C2)=O)C2C(NC(CC2)=O)=O)C(=C)C)C)=O